C(=O)C=1N=CC(=NC1)N1[C@@H](CN(CC1)CC(=O)OCC)C Ethyl [(3R)-4-(5-formylpyrazin-2-yl)-3-methylpiperazin-1-yl]acetate